ClC=1C(=NC=C(N1)N1CCN(CC1)C(C)C1=CC=CC=C1)C 3-chloro-2-methyl-5-(4-(1-phenylethyl)piperazin-1-yl)pyrazine